C(CCC)[Sn]CCCC di-n-butyltin